NC1=CC(=C(C(=O)NC[C@H]2N(CCC2)CC)C=C1S(=O)(=O)CC)OC (S)-(-)-4-amino-N-[(1-ethylpyrrolidin-2-yl)methyl]-5-(ethylsulfonyl)-2-methoxybenzamide